N1=CC(=CC=C1)NC(=O)C1CNCCC1 piperidine-3-carboxylic acid pyridin-3-ylamide